C(C)(=O)C1=C(C2=C(N=C(N=C2)NC2=CC(=C(C=C2)N2CCN(CC2)C(=O)OC(C)(C)C)OC)N(C1=O)C1CCCC1)C tert-butyl 4-(4-((6-acetyl-8-cyclopentyl-5-methyl-7-oxo-7,8-dihydropyrido[2,3-d]pyrimidin-2-yl)amino)-2-methoxyphenyl)piperazine-1-carboxylate